m-(8-iodooctanamido)-L-phenylalanine ICCCCCCCC(=O)NC=1C=C(C[C@H](N)C(=O)O)C=CC1